2-(3,5-dibromopyridine-4-yloxy)ethylamine BrC=1C=NC=C(C1OCCN)Br